CC(=CCCC1(C=CC2=C(C=CC(=C2O1)O)[C@@H]3CC(=O)C4=C(O3)C=C(C(=C4O)CC=C(C)C)O)C)C The molecule is a trihydroxyflavanone that consists of (2S)-2,3-dihydro-2'H,4H-2,5'-bichromen-4-one skeleton substituted by hydroxy groups at positions 5, 7 and 8', a methyl group at position 2', a prenyl group at position 6 and a 4-methylpent-3-enyl group at position 2'. Isolated from Macaranga tanarius, it exhibits alleopathic effect. It has a role as an allelochemical and a plant metabolite. It is a trihydroxyflavanone and a member of 4'-hydroxyflavanones.